2-(sec-Butyl)-3-(2-hydroxyethyl)benzo[4,5]imidazo[1,2-a]pyrimidin-4(10H)-one C(C)(CC)C=1N=C2N(C(C1CCO)=O)C1=C(N2)C=CC=C1